((2-methoxyethyl)(4-(5,6,7,8-tetrahydro-1,8-naphthyridin-2-yl)butyl)amino)butanoic acid COCCN(CCCCC1=NC=2NCCCC2C=C1)C(C(=O)O)CC